4-(4-morpholinopiperidin-1-yl)benzene-1,2-diamine O1CCN(CC1)C1CCN(CC1)C=1C=C(C(=CC1)N)N